C1(CCCCC1)C1=NN(C=C1)C1=CC(=NC(=N1)OCCC=1C=NN(C1)C)N1CCOCC1 4-(6-(3-cyclohexyl-1H-pyrazol-1-yl)-2-(2-(1-methyl-1H-pyrazol-4-yl)ethoxy)pyrimidin-4-yl)morpholine